tert-butyl 3-(5-(2-bromoacetyl)pyridin-2-yl)-3-hydroxypyrrolidine-1-carboxylate BrCC(=O)C=1C=CC(=NC1)C1(CN(CC1)C(=O)OC(C)(C)C)O